4-bromo-7-chloroisoquinoline BrC1=CN=CC2=CC(=CC=C12)Cl